(S)-3-(5-fluoro-6-methylpyridin-3-yl)isoxazolidine-2-carboxylic acid tert-butyl ester C(C)(C)(C)OC(=O)N1OCC[C@H]1C=1C=NC(=C(C1)F)C